C(C)(CC)NC1=CC=C(C=C1)NC(C)CC di-sec-butyl-1,4-phenylenediamine